N[C@H]1[C@@H]([C@@H](CC1)N(C(=O)OCC1=CC=CC=C1)CC1=CC=CC=C1)NC(OC(C)(C)C)=O tert-Butyl [(1S,2R,5R)-2-amino-5-{benzyl[(benzyloxy)carbonyl]amino}cyclopentyl]carbamate